C1(=CC=CC=C1)[Si](OC#CC(C)C)(OC#CC(C)C)OC#CC(C)C phenyltri(methylbutynoxy)silane